CC1(OB(OC1(C)C)C1=CC=C(C=C1)C1=CC=C(C=C1)NC1=CC=CC=C1)C {4'-(4,4,5,5-tetramethyl-[1,3,2]dioxaborolane-2-yl)biphenyl-4-yl}-phenylamine